CSC(C#CC(C)(N(CCCCCCCC)C)C)=O 4-methyl-4-[methyl-(octyl)amino]pent-2-ynethioic acid S-methyl ester